(1-isobutyl-1H-pyrazol-4-yl)-N2-(3-methoxyphenyl)-N4-(1,2,3,4-tetrahydroisoquinolin-7-yl)pyrimidine-2,4-diamine C(C(C)C)N1N=CC(=C1)C=1C(=NC(=NC1)NC1=CC(=CC=C1)OC)NC1=CC=C2CCNCC2=C1